12,16-dimethyl-heptadecanoic acid CC(CCCCCCCCCCC(=O)O)CCCC(C)C